N-(6-((8-chloro-1,5-dioxo-1,5-dihydro-2H-spiro[imidazo[1,5-a]pyridin-3,3'-piperidin]-6-yl)amino)pyrimidin-4-yl)cyclopropanecarboxamide ClC1=C2N(C(C(=C1)NC1=CC(=NC=N1)NC(=O)C1CC1)=O)C1(CNCCC1)NC2=O